3-(1H-pyrazol-4-yl)piperidin-4-ol N1N=CC(=C1)C1CNCCC1O